N[C@@H]1CN(CCC1)C1=CC(=NC=C1C=1C=NN(C1)CC(F)F)NC1=CC=C2C(=N1)N(N=C2)C(C)C (S)-N-(4-(3-Aminopiperidin-1-yl)-5-(1-(2,2-difluoroethyl)-1H-pyrazol-4-yl)pyridin-2-yl)-1-isopropyl-1H-pyrazolo[3,4-b]pyridin-6-amine